(5S)-2-(4-fluorophenyl)-5-phenyl-2,5,6,7-tetrahydro-3H-pyrrolo[2,1-c][1,2,4]triazol-3-one FC1=CC=C(C=C1)N1N=C2N(C1=O)[C@@H](CC2)C2=CC=CC=C2